3-[(2S)-1,4-dimethylpiperazin-2-yl]propanoic acid CN1[C@H](CN(CC1)C)CCC(=O)O